Natrium (S)-3-(4-Fluoro-3'-(trifluoromethoxy)biphenyl-3-yl)-3-(3-(1-methyl-4-oxido-2-oxo-1,2-dihydropyridin-3-yl)ureido)propanoat FC1=C(C=C(C=C1)C1=CC(=CC=C1)OC(F)(F)F)[C@H](CC(=O)[O-])NC(=O)NC=1C(N(C=CC1[O-])C)=O.[Na+].[Na+]